CC12CCC(C=C2CCCC1C)=O 4a,5-dimethyl-4,4a,5,6,7,8-hexahydronaphthalene-2(3H)-one